C(C1=CC=CC=C1)=CC(=O)C=CC1=CC=CC=C1.C(C1=CC=CC=C1)=CC(=O)C=CC1=CC=CC=C1.[Pd] Palladium(0) bis(dibenzylidene-acetone)